C(C)C1=NN(C2=C1C(NCC1(CCOCC1)C2)=O)CC(COC(C2=CC(=CC=C2)C#N)=O)(C)C 3-Cyanobenzoic acid [3-(3-ethyl-4-oxo-spiro[6,8-dihydro-5H-pyrazolo[4,3-c]azepin-7,4'-tetrahydropyran]-1-yl)-2,2-dimethyl-propyl] ester